ClC=1C=C(C=CC1F)C(C=1NC(=CN1)S(=O)(=O)C1CC1)C1=CC(=C(C=C1)F)Cl 2-(bis(3-chloro-4-fluorophenyl)methyl)-5-(cyclopropylsulfonyl)-1H-imidazole